Cl.NCC(=O)C 1-aminoacetone HCl salt